4-((2-hydroxyethyl)sulfonylamino)-2-(6-azaspiro[2.5]oct-6-yl)-N-(thieno[3,2-c]pyridin-3-yl)benzamide OCCS(=O)(=O)NC1=CC(=C(C(=O)NC2=CSC3=C2C=NC=C3)C=C1)N1CCC3(CC3)CC1